FC(C(=O)O)(F)F.FC(C(=O)O)(F)F.NCC(CC=1N(C(NN1)=O)CC=1SC(=CC1)C#CC=1C=CC2=C(OCCN2)N1)=C(F)F [2-(aminomethyl)-3,3-difluoro-allyl]-4-[[5-[2-(2,3-dihydro-1H-pyrido[2,3-b][1,4]oxazin-6-yl)ethynyl]-2-thienyl]methyl]-1,2,4-triazol-3-one bistrifluoroacetate